13-ethyl-8-methoxy-12-(trifluoromethyl)-12,13,15,16,17,18,19,20-octahydro-14H-6,22-(azeno)-11,7-(metheno)[1,2,4]triazolo[5,1-c][1,4,10,13,15]oxatetraazacycloicosin-14-one C(C)N1C(C=2N=CC(=C(C3=CN4C(C(OCCCCCNC1=O)=N3)=NC=N4)C2)OC)C(F)(F)F